Cl.N[C@H](C(=O)OCC1=CC(=NC(=C1)Cl)Cl)CC=1C=C2C=CC(NC2=CC1)=O (2,6-Dichloropyridin-4-yl)methyl (S)-2-amino-3-(2-oxo-1,2-dihydroquinolin-6-yl)propanoate hydrochloride